(s)-1'-chloro-6',7'-dihydrodispiro[oxazolidine-4,5'-isoquinoline-8',2''-[1,3]dioxolan]-2-one ClC1=NC=CC=2[C@]3(CCC4(OCCO4)C12)NC(OC3)=O